C(#N)C1=NC(=NC=C1)NC1=CC(=NC(=N1)C=1C=NC=CC1)N1CC2(CC1)CC(CCC2)C(=O)NC 2-(6-((4-Cyanopyrimidin-2-yl)amino)-2-(pyridin-3-yl)pyrimidin-4-yl)-N-methyl-2-azaspiro[4.5]decane-7-carboxamide